ClC1=C(N)C=C(C=C1)SCCF 2-chloro-5-((2-fluoroethyl)mercapto)aniline